BrC1=CC2=C(N=CN=C2NC(C)C2=NC(=NO2)C)N=C1 6-bromo-N-(1-(3-methyl-1,2,4-Oxadiazol-5-yl)ethyl)pyrido[2,3-d]Pyrimidin-4-amine